FC1=CC(=CC=2C=COC21)C2=NC=C(C=C2N2CCC(CC2)C(=O)O)CCCOC 1-(2-(7-Fluorobenzofuran-5-yl)-5-(3-Methoxypropyl)Pyridin-3-yl)piperidine-4-carboxylic acid